NCC[C@@H]1CN(C[C@@H](C1(F)F)C)C1=NC=C(C(=N1)NC1=CC2=C(N(C(N2CCC(C)(C)O)=O)C)C=C1)Cl 5-[[2-[(3R,5S)-3-(2-aminoethyl)-4,4-difluoro-5-methyl-1-piperidyl]-5-chloro-pyrimidin-4-yl]amino]-3-(3-hydroxy-3-methyl-butyl)-1-methyl-benzimidazol-2-one